BrC=1N=C(C(=NC1)NC1CN(CC1)C(=O)OC(C)(C)C)OCC tert-butyl 3-[(5-bromo-3-ethoxypyrazin-2-yl)amino]pyrrolidine-1-carboxylate